5-bromo-1-(3-fluoro-4-methylbenzyl)-4-(oxazol-5-yl)-2-oxo-2,3-dihydro-1H-benzo[b]azepin-8-yl acetate C(C)(=O)OC=1C=CC2=C(N(C(CC(=C2Br)C2=CN=CO2)=O)CC2=CC(=C(C=C2)C)F)C1